N-(4-methyl-3-(2-(methylamino)-8,9-dihydroimidazo[1',2':1,6]pyrido[2,3-d]pyrimidin-6-yl)phenyl)-4-(trifluoromethyl)pyridineamide CC1=C(C=C(C=C1)NC(=O)C1=NC=CC(=C1)C(F)(F)F)C1=CC2=C(N=C(N=C2)NC)N2C1=NCC2